2-[3-(Tert-butoxycarbonylamino)cyclobutoxy]ethyl methanesulfonate CS(=O)(=O)OCCOC1CC(C1)NC(=O)OC(C)(C)C